FC=1C=C(C=CC1F)NC(N(CC(C)C)[C@H]1COCC=2NC(C=3C=C(C=CC3C21)F)=O)=O (R)-3-(3,4-difluorophenyl)-1-(8-fluoro-6-oxo-1,4,5,6-tetrahydro-2H-pyrano[3,4-c]isoquinolin-1-yl)-1-isobutylurea